5-(azetidin-1-ylmethyl)-N-(4-(cis-bicyclo[3.1.0]hexan-3-yloxy)-3,5-difluorophenyl)-2-(pyrrolidin-1-yl)oxazole-4-carboxamide N1(CCC1)CC1=C(N=C(O1)N1CCCC1)C(=O)NC1=CC(=C(C(=C1)F)OC1CC2CC2C1)F